ClCC(C[C@]1(N([C@@H]([C@@H](C1)O)C)C(=O)OC(C)(C)C)C(=O)OC)=C 1-(tert-butyl) 2-methyl (2R,4R,5R)-2-(2-(chloromethyl)allyl)-4-hydroxy-5-methylpyrrolidine-1,2-dicarboxylate